C(C)(C)(C)OC(=O)N1CCN(CC1)C1=NC=C(C=C1Cl)NC(C1=CC=C(C=C1)CCNC(=O)OC(C)(C)C)=O 4-[5-[[4-[2-(tert-Butoxycarbonylamino)ethyl]benzoyl]amino]-3-chloro-2-pyridinyl]piperazine-1-carboxylic acid tert-butyl ester